(4-hydroxy-2-methyl)phenylboronic acid B(C1=C(C=C(C=C1)O)C)(O)O